tert-butyl 2-((1-(2,6-dioxopiperidin-3-yl)-3-methyl-2-oxo-2,3-dihydro-1H-benzo[d]imidazol-5-yl)oxy)acetate O=C1NC(CCC1N1C(N(C2=C1C=CC(=C2)OCC(=O)OC(C)(C)C)C)=O)=O